5-(3-((5-chloro-4-((1-methyl-2-oxo-3-(2-oxopropoxy)-1,2-dihydroquinolin-6-yl)amino)pyrimidin-2-yl)ethynyl)piperidin-1-yl)-2-(2,6-dioxopiperidin-3-yl)isoindoline-1,3-dione ClC=1C(=NC(=NC1)C#CC1CN(CCC1)C=1C=C2C(N(C(C2=CC1)=O)C1C(NC(CC1)=O)=O)=O)NC=1C=C2C=C(C(N(C2=CC1)C)=O)OCC(C)=O